C(C)OC(C(=O)C1=CNC2=CC=CC=C12)=O 2-(1H-indol-3-yl)-2-oxoacetic acid ethyl ester